C1(=CC=CC=C1)C1CCCCCC=CCC1 phenylcyclodecane-7-ene